5-((1-hexyl-1H-1,2,3-triazol-4-yl)methoxy)-2-(trifluoromethoxy)benzaldehyde C(CCCCC)N1N=NC(=C1)COC=1C=CC(=C(C=O)C1)OC(F)(F)F